N1(C=NC=C1)C=1C=C(C(=O)N[C@@H]2CNCCC2)C=CC1 (S)-3-(1H-imidazol-1-yl)-N-(piperidin-3-yl)benzamide